N-(2-carbamoylphenyl)-3-(N-phenylsulfamoyl)benzamide C(N)(=O)C1=C(C=CC=C1)NC(C1=CC(=CC=C1)S(NC1=CC=CC=C1)(=O)=O)=O